[(3aR,6R,6aR)-4-methoxy-2,2-dimethyl-3a,4,6,6a-tetrahydrofuro[3,4-d][1,3]-dioxol-6-yl]methanamine COC1O[C@@H]([C@H]2OC(O[C@H]21)(C)C)CN